8-(2-(quinolin-6-yl)-7H-pyrrolo[2,3-d]pyrimidin-5-yl)-3,4-dihydrobenzo[f][1,4]oxazepin-5(2H)-one N1=CC=CC2=CC(=CC=C12)C=1N=CC2=C(N1)NC=C2C2=CC1=C(C(NCCO1)=O)C=C2